N-[7-Fluoro-2-[[2-[2-oxo-3-(3-oxo-4H-pyrazino[2,3-b][1,4]oxazin-6-yl)oxazolidin-5-yl]ethylamino]methyl]indan-5-yl]-2-[(3R)-3-hydroxypyrrolidin-1-yl]acetamide FC=1C=C(C=C2CC(CC12)CNCCC1CN(C(O1)=O)C1=NC2=C(OCC(N2)=O)N=C1)NC(CN1C[C@@H](CC1)O)=O